{3-[2-tert-butyl-5-(2-{[4-(piperidin-4-yl)phenyl]amino}pyrimidin-4-yl)-1,3-thiazol-4-yl]-2-fluorophenyl}propane-1-sulfonamide C(C)(C)(C)C=1SC(=C(N1)C=1C(=C(C=CC1)C(CC)S(=O)(=O)N)F)C1=NC(=NC=C1)NC1=CC=C(C=C1)C1CCNCC1